tert-butyl 3-[(3-chloro-2-methoxyphenyl)amino]-2-(3-fluoropyridin-4-yl)-7-(oxetan-2-ylmethyl)-4-oxo-1H,6H,7H-pyrrolo[3,2-c]pyridine-5-carboxylate ClC=1C(=C(C=CC1)NC1=C(NC2=C1C(N(CC2CC2OCC2)C(=O)OC(C)(C)C)=O)C2=C(C=NC=C2)F)OC